CC1=NOC(=C1C1=CC(=C2C=3N(C(COC31)C3=CC=CC=C3)C(N2)=O)C2=CC=CC=C2)C 7-(3,5-Dimethylisoxazol-4-yl)-4,9-diphenyl-4,5-dihydroimidazo[1,5,4-de][1,4]benzoxazin-2(1H)-one